orthoformic acid methyl ester COC(O)O